dicyclohexyl(2',6'-diisopropoxy-2-biphenylyl)phosphine C1(CCCCC1)P(C1=C(C=CC=C1)C1=C(C=CC=C1OC(C)C)OC(C)C)C1CCCCC1